C(C)S(=O)(=O)C1=CC=C(C=C1)NS(=O)(=O)C1=CNC2=NC=CC=C21 N-[4-(ethylsulfonyl)phenyl]-1H-pyrrolo[2,3-b]pyridine-3-sulfonamide